ClC1=C(C=2C(=NON2)C=C1)S(=O)(=O)NO 5-chloro-N-hydroxy-2,1,3-benzoxadiazole-4-sulfonamide